FC=1C=CC(=C(C1)C(CC=1C=C(C(NC1)=O)/C(/C)=N/OC(C)C)=O)OC (E)-5-(2-(5-fluoro-2-methoxyphenyl)-2-oxoethyl)-3-(1-(isopropoxyimino)ethyl)pyridin-2(1H)-one